C(C1=CC=CC=C1)N(C(=S)SSCCCCCSSC(N(CC1=CC=CC=C1)CC1=CC=CC=C1)=S)CC1=CC=CC=C1 1,5-bis(dibenzylthiocarbamoyldithio)pentane